ClC1=CC=C(C=C1)C1=NN(CCC1C1=CC=CC=C1)C(NS(=O)(=O)C1=CC=C(C=C1)C#N)=S 3-(4-chlorophenyl)-N-((4-cyanophenyl)sulfonyl)-4-phenyl-5,6-dihydropyridazine-1(4H)-carbothioamide